tri-adamantylphosphine C12(CC3CC(CC(C1)C3)C2)P(C23CC1CC(CC(C2)C1)C3)C31CC2CC(CC(C3)C2)C1